5-(3-((dimethylamino)methyl)-3-methoxypiperidin-1-yl)pyridin CN(C)CC1(CN(CCC1)C=1C=CC=NC1)OC